2-[4-(trifluoromethoxy)phenyl]-imidazo[1,2-a]pyridine-6-carbonitrile FC(OC1=CC=C(C=C1)C=1N=C2N(C=C(C=C2)C#N)C1)(F)F